ClC=1OC=CC1C(=O)O 2-CHLORO-3-FUROIC ACID